COC=1N=CC(=NC1)CN1C(C2=CC=C(C=C2C=N1)S(=O)(=O)C1=CC=CC=C1)=O 2-((5-methoxypyrazin-2-yl)methyl)-6-(phenylsulfonyl)phthalazin-1(2H)-one